C(C)C=1C(=C(C(=C(C1)O)OC1=CC=CC=C1)OCCCCCC)CC bis-ethylhexyl-oxyphenoxyphenol